Cl.N[C@@H]1[C@@H](CN(CC1)C1=CN=C2C(=N1)NC=C2C=2C(=C1CN(C(C1=CC2)=O)C)Cl)F 5-{3-[(3R,4S)-4-amino-3-fluoro-piperidin-1-yl]-5H-pyrrolo[2,3-b]pyrazin-7-yl}-4-chloro-2-methyl-2,3-dihydro-1H-isoindol-1-one, hydrochloride salt